C1(CC1)C1=NNC(=N1)C1CC2(CN(C2)C(=O)N2CC3(C2)CN(C3)CC=3N=NN(N3)CC(F)(F)F)C1 [6-(3-cyclopropyl-1H-1,2,4-triazol-5-yl)-2-azaspiro[3.3]heptan-2-yl]-[6-[[2-(2,2,2-trifluoroethyl)tetrazol-5-yl]methyl]-2,6-diazaspiro[3.3]heptan-2-yl]methanone